C1(CC1)C=1C=C(C=C(C1)C)C1CCC2(CN(C2)C(=O)C2CC(C2)(C)O)CC1 (7-(3-cyclopropyl-5-methylphenyl)-2-azaspiro[3.5]non-2-yl)((1s,3s)-3-hydroxy-3-methylcyclobutyl)methanone